CN(CCOCCCN1CCN(CC1)C1=CC=C(C=N1)C#N)C=1C=NNC(C1C(F)(F)F)=O 6-[4-[3-(2-[Methyl-[6-oxo-5-(trifluoromethyl)-1,6-dihydropyridazin-4-yl]amino]ethoxy)propyl]piperazin-1-yl]pyridine-3-carbonitrile